C(C)OC1=C(C=CC(=C1)COC(C)CCCC)O 2-ethoxy-4-((hexan-2-yloxy)methyl)phenol